6-chloro-7-fluoro-3-(methoxymethoxy)-8-((triisopropylsilyl)ethynyl)naphthalen-1-yl trifluoromethanesulfonate FC(S(=O)(=O)OC1=CC(=CC2=CC(=C(C(=C12)C#C[Si](C(C)C)(C(C)C)C(C)C)F)Cl)OCOC)(F)F